triethyl-amine succinate C(CCC(=O)O)(=O)O.C(C)N(CC)CC